3-cyclopentyl-N-(3-(N-cyclopentyl-N-((1-ethyl-1,2,3,4-tetrahydroquinolin-6-yl)methyl)sulfamoyl)phenyl)propionamide C1(CCCC1)CCC(=O)NC1=CC(=CC=C1)S(N(CC=1C=C2CCCN(C2=CC1)CC)C1CCCC1)(=O)=O